6-(N-acetyl-2'-aminoethyl)-1,4-benzodioxane C(C)(=O)NCCC1=CC2=C(OCCO2)C=C1